FC1=C(C2=C(C(C3=C(C4=C(CCO4)C=C3)SC2)=O)C=C1)F 9,10-difluoro-2,3-dihydrobenzo[5,6]thiepino[3,2-g]benzofuran-6(11H)-one